C(CCCCCCC)(=O)[O-].C(C1=CC=CC=C1)[N+](C)(C)CC(C)O benzyl-(2-hydroxypropyl)-dimethyl-ammonium octanoate